2-methylpropan-2-yl[(4-hydroxyquinolin-2-yl){[(2-methylpropan-2-yl)oxy]carbonyl} amino] formate C(=O)ON(C(=O)OC(CC(C)(C)C)(C)C)C1=NC2=CC=CC=C2C(=C1)O